1-(3-chloro-5'-fluoro-2'-(methoxymethoxy)-3'-(2-thiomorpholinopyridin-4-yl)-[1,1'-biphenyl]-4-yl)-3-methyl-1H-imidazol-2(3H)-one ClC=1C=C(C=CC1N1C(N(C=C1)C)=O)C1=C(C(=CC(=C1)F)C1=CC(=NC=C1)N1CCSCC1)OCOC